CNC(OC[C@@H](C1=CC=C(C=C1)S(=O)(=O)CC)NC(C1=CC=C(C=C1)N1[C@@H](C[C@@H](C1)OC1=CC=C(C=C1)C(F)(F)F)COC(F)F)=O)=O (R)-2-(4-((2S,4S)-2-((difluoromethoxy)methyl)-4-(4-(trifluoromethyl) phenoxy)pyrrolidin-1-yl)benzoylamino)-2-(4-(ethylsulfonyl)phenyl)ethyl methylcarbamate